N-butyryl-phenylglycine C(CCC)(=O)NC(C1=CC=CC=C1)C(=O)O